CNC1(CNCC1)C(=O)N 3-(methylamino)pyrrolidine-3-carboxamide